(2R,3R)-3-METHYL-PYRROLINE-2-CARBOXYLIC ACID CC1=C(NCC1)C(=O)O